COC(=O)C=1C=NC(=CC1)C1=CC(=C(C=C1)N)C 6-(4-Amino-3-methyl-phenyl)pyridine-3-carboxylic acid methyl ester